(3-methoxypropyl)cyclooctanecarboxylic acid methyl ester COC(=O)C1(CCCCCCC1)CCCOC